2-[4-(6-amino-5-hydroxypyridine-3-carbonyl)-3,3-dimethylpiperazin-1-yl]-N-[5-(2,4-difluorophenoxy)pyrazin-2-yl]propanamide NC1=C(C=C(C=N1)C(=O)N1C(CN(CC1)C(C(=O)NC1=NC=C(N=C1)OC1=C(C=C(C=C1)F)F)C)(C)C)O